FC=1C=C2C(=NC(=NC2=CC1)C(C)C)NC=1N=CN(C1)C1=CC(=C(C(=C1)OC)OC)OC 6-fluoro-2-isopropyl-N-(1-(3,4,5-trimethoxyphenyl)-1H-imidazol-4-yl)quinazolin-4-amine